4-amino-7-trifluoromethyl-1,3-dimethylquinolin-2(1H)-one NC1=C(C(N(C2=CC(=CC=C12)C(F)(F)F)C)=O)C